1-(8Z-octadecenoyl)-2-palmitoyl-sn-glycero-3-phosphocholine C(C=CCCCCCCCCCCCCCCC)(=O)OC[C@@H](OC(CCCCCCCCCCCCCCC)=O)COP(=O)([O-])OCC[N+](C)(C)C